tert-butyl 7-formyl-1-oxo-4-(pyrazolo[1,5-a]pyridin-3-yl)isoindole-2-carboxylate C(=O)C=1C=CC(=C2CN(C(C12)=O)C(=O)OC(C)(C)C)C=1C=NN2C1C=CC=C2